C(#N)[C@H](C[C@@H]1C(NCCC1)=O)NC(=O)[C@@H]1N(C2CCC1CC2)C([C@@H](NC2=C(C=CC(=C2)F)F)C)=O (R)-N-((S)-1-cyano-2-((R)-2-oxopiperidin-3-yl)ethyl)-2-((2,5-difluorophenyl)-L-alanyl)-2-azabicyclo[2.2.2]octane-3-carboxamide